NC=1SC=C(N1)C(CO)(C)C1=CC=C(C=C1)OC 2-(2-aminothiazol-4-yl)-2-(4-methoxyphenyl)propan-1-ol